C12(CC(C1)C2)C2=CC=C1C=C(C(NC1=C2F)=O)C(=O)OCC ethyl 7-(bicyclo[1.1.1]pentan-1-yl)-8-fluoro-2-oxo-1,2-dihydroquinoline-3-carboxylate